CC1=CC=2C3=NNC=4C=CC(O[C@H](COCCCOC(=N1)N2)C)=CC34 (13S)-4,13-dimethyl-7,11,14-trioxa-5,19,20,23-tetraazatetracyclo[13.5.2.12,6.018,21]tricosa-1(20),2(23),3,5,15(22),16,18(21)-heptaene